NC=1NC(C=2N=CN(C2N1)CC1=CC=C(C=C1)F)=O 2-amino-9-(4-fluorobenzyl)-1,9-dihydro-6H-purin-6-one